tert-Butyl 4-(3-(5-chloropyridin-2-yl)-1-((2-(trimethylsilyl)ethoxy)methyl)-1H-pyrazolo[3,4-c]pyridin-5-yl)-3-(difluoromethoxy)-5-fluorobenzyl(methyl)carbamate ClC=1C=CC(=NC1)C1=NN(C2=CN=C(C=C21)C2=C(C=C(CN(C(OC(C)(C)C)=O)C)C=C2F)OC(F)F)COCC[Si](C)(C)C